C(C1=CC=CC=C1)NC(N(C1=NC=C(C=C1)C=1C=NN(C1)C)[C@@H]1CC[C@H](CC1)NC1=NC=C(C(=N1)C1=CC=C(C=C1)F)C#N)=O 3-benzyl-1-(trans-4-((5-cyano-4-(4-fluorophenyl)pyrimidin-2-yl)amino)cyclohexyl)-1-(5-(1-methyl-1H-pyrazol-4-yl)pyridin-2-yl)urea